ClC1=NC=CC(=N1)COC 2-chloro-4-(methoxymethyl)pyrimidine